CN1C=NC(=C1)C=1C=CC2=C(N=C(O2)C2=CC(=NC=C2)C(=O)O)C1 4-(5-(1-methyl-1H-imidazol-4-yl)benzo[d]oxazol-2-yl)picolinic acid